FC1(CC(C1)(C)NC(=O)[C@@H]1CN(CC[C@H]1NC(=O)C1=NOC(=C1)C1=C(C=C(C=C1)F)F)C1CCCCC1)F |o1:9,14| (3R*,4R*)-1-Cyclohexyl-4-{[5-(2,4-difluoro-phenyl)-isoxazole-3-carbonyl]-amino}-piperidine-3-carboxylic acid (3,3-difluoro-1-methyl-cyclobutyl)-amide